9-Phenyl-9H-purine C1(=CC=CC=C1)N1C2=NC=NC=C2N=C1